3-methyl-3-{[2-(pyridin-4-yl)pyrido[3,4-d]pyrimidin-4-yl]amino}butanenitrile CC(CC#N)(C)NC=1C2=C(N=C(N1)C1=CC=NC=C1)C=NC=C2